tert-butyl N-[4-(5-acetyl-2-methyl-thiazol-4-yl)oxyphenyl]carbamate C(C)(=O)C1=C(N=C(S1)C)OC1=CC=C(C=C1)NC(OC(C)(C)C)=O